2,2'-(ethylenedioxy)bis(ethanethiol) C(OCCS)COCCS